CC1=CC=C(C=C1)C1=CC2(CN(C2)C(=O)C=2C=C3CN(C(C3=CC2)=O)C2C(NC(CC2)=O)=O)C1 3-{5-[6-(4-methylphenyl)-2-azaspiro[3.3]hept-5-ene-2-carbonyl]-1-oxo-3H-isoindol-2-yl}piperidine-2,6-dione